11-(Bis(3-fluorophenyl)methyl)-4-hydroxy-7,8,9,10,10a,11-hexahydropyrido[1',2':4,5]pyrazino[1,2-b]pyridazin-3,5-dion FC=1C=C(C=CC1)C(C1C2N(C(C=3N1N=CC(C3O)=O)=O)CCCC2)C2=CC(=CC=C2)F